C(C=C)C1(CCC2=CC=CC=C12)CC=C Diallyl-indane